CC=1C=C(CNC=2C=CC=3N(C2)C(=CN3)C(=O)O)C=CC1C 6-((3,4-dimethylbenzyl)amino)imidazo[1,2-a]pyridine-3-carboxylic acid